3-({3,5-dimethyl-4-[(4-methylpiperazin-1-yl)carbonyl]-1H-pyrrol-2-yl}methylene)-N-methyl-2-oxoindoline-5-sulfonamide CC1=C(NC(=C1C(=O)N1CCN(CC1)C)C)C=C1C(NC2=CC=C(C=C12)S(=O)(=O)NC)=O